N1(C=NC2=C1C=CC=C2)C=2C=C(OC1=CC=3N(C4=CC=CC=C4C3C=C1)C1=NC=CC(=C1)C(C)(C)C)C=C(C2)C(F)(F)F 2-(3-(1H-benzo[d]imidazol-1-yl)-5-(trifluoromethyl)phenoxy)-9-(4-(tert-butyl)pyridin-2-yl)-9H-carbazole